3-chloro-5-ethylpyrrolo[1,2-b]pyridazine ClC1=CC=2N(N=C1)C=CC2CC